asparagine, aspartic acid salt N[C@@H](CC(=O)O)C(=O)O.N[C@@H](CC(N)=O)C(=O)O